BrC=1C=C2CCNC(C2=CC1)C 6-bromo-1-methyl-1,2,3,4-tetrahydroisoquinoline